NC1=C(C(=NC=N1)N[C@@H]1C[C@H](CCC1)C(C=CC)=O)C1=CC=C(C=C1)OC1=CC=CC=C1 1-((1S,3S)-3-(6-Amino-5-(4-phenoxyphenyl)pyrimidin-4-ylamino)cyclohexyl)-but-2-en-1-on